2-Chloro-5,6,7,8-tetrahydro-1,6-naphthyridine hydrochloride Cl.ClC1=NC=2CCNCC2C=C1